diazetane N1NCC1